1-(3-chloro-5-methoxypyridin-4-yl)cyclopropane-1-carboxylic acid ClC=1C=NC=C(C1C1(CC1)C(=O)O)OC